3-(methoxymethyl)thiophene-2-aldehyde COCC1=C(SC=C1)C=O